(±)-2-(4-(4-(5-(((1-(4-chlorophenyl)ethoxy)carbonyl)amino)-1-methyl-1H-pyrazol-4-yl)-2-fluorophenyl)-2-oxabicyclo[2.2.2]octan-1-yl)acetic acid ClC1=CC=C(C=C1)[C@@H](C)OC(=O)NC1=C(C=NN1C)C1=CC(=C(C=C1)C12COC(CC1)(CC2)CC(=O)O)F |r|